6-bromo-4-((3-fluoropyridin-2-yl)(tetrahydro-2H-pyran-4-yl)methyl)-3-(methyl-d3)-4H-thieno[2',3':4,5]pyrrolo[3,2-b]pyridine-2-carboxylic acid methyl ester COC(=O)C1=C(C2=C(C3=NC=C(C=C3N2C(C2CCOCC2)C2=NC=CC=C2F)Br)S1)C([2H])([2H])[2H]